OC1(COC1)CC(CC(=O)[O-])=O 4-(3-hydroxyoxetan-3-yl)-3-oxobutyrate